[Na].C(C)N(C1=CC(=CC(=C1)C)C)S(=O)(=O)CC(C)O N-ethyl-N-(2-hydroxy-3-propanesulfonyl)-3,5-dimethylaniline sodium